C(C)OP(OCC)(=O)C1=CC=C(C=C1)CCN1C(=NC2=C1C=CC(=C2)C#N)NC(C2=CC=CC=C2)=O (4-(2-(2-benzoylamino-5-cyano-1H-benzo[d]imidazol-1-yl)ethyl)phenyl)phosphonic acid diethyl ester